[2-(2,6-difluorophenyl)-2H-1,2,3-triazol-4-yl]-2-(trifluoromethyl)benzamide FC1=C(C(=CC=C1)F)N1N=CC(=N1)C=1C(=C(C(=O)N)C=CC1)C(F)(F)F